FC1=CC(=C(OC2=NC=C(C=C2C(=O)NC2=CC(=CC=C2)C2=CN=CO2)C(F)(F)F)C=C1)OC 2-(4-fluoro-2-methoxy-phenoxy)-N-(3-oxazol-5-ylphenyl)-5-(trifluoromethyl)pyridine-3-carboxamide